FCC[C@H]1C[C@H](N(CC1)C(=O)N[C@@H](C)\C=C\S(=O)(=O)C)C1=CC=CC=C1 (2S,4R)-4-(2-fluoroethyl)-N-((S,E)-4-(methylsulfonyl)but-3-en-2-yl)-2-phenylpiperidine-1-carboxamide